Cl.Cl.CC1=NN=C(S1)NC(=O)C1=CSC(=C1)[C@H]1[C@@H](C1)NCC1CCOCC1 N-(5-methyl-1,3,4-thiadiazol-2-yl)-5-((1R,2R)-2-((tetrahydro-2H-pyran-4-ylmethyl)amino)cyclopropyl)thiophene-3-carboxamide Dihydrochloride